C(C)O[Si](CCCN1CN(C=C1)C)(OCC)OCC 1-(3-triethoxysilylpropyl)-3-methylimidazole